[Si].C1(=CC=CC=C1)[Si](C1=CC=CC=C1)(C1=CC=CC=C1)C=1C(=C(C=CC1)C1=CC=CC=C1)C1=CC=CC=C1 triphenylsilyl-phenyl-biphenyl silicon